BrC=1C=C2C(=NC1)C=C(N2)CO (6-bromo-1H-pyrrolo[3,2-b]pyridin-2-yl)methanol